C[Si](C#CC1=CC=C(OCCCCCCO)C=C1)(C)C 6-[4-(2-trimethylsilylethynyl)phenoxy]-hexan-1-ol